O=C1NC=2CCN(CC2C=C1C(=O)N)CC=1C=NC=CC1 2-oxo-6-[(pyridin-3-yl)methyl]-1,2,5,6,7,8-hexahydro-1,6-naphthyridine-3-carboxamide